((6-(difluoromethoxy)-2-(3'-(6-(difluoromethoxy)-5-((3-methoxyazetidin-1-yl)methyl)benzo[d]oxazol-2-yl)-2,2'-dimethyl-[1,1'-biphenyl]-3-yl)benzo[d]oxazol-5-yl)methyl)-L-proline FC(OC1=CC2=C(N=C(O2)C=2C(=C(C=CC2)C2=C(C(=CC=C2)C=2OC3=C(N2)C=C(C(=C3)OC(F)F)CN3CC(C3)OC)C)C)C=C1CN1[C@@H](CCC1)C(=O)O)F